(S)-1-((R)-8-(4'-(aminomethyl)-2-methylbiphenyl-3-ylsulfonyl)-1-oxa-8-azaspiro[4.5]decan-3-ylamino)-3-(3-(1-(hydroxymethyl)cyclopropylsulfonyl)phenoxy)propan-2-ol NCC1=CC=C(C=C1)C1=C(C(=CC=C1)S(=O)(=O)N1CCC2(C[C@H](CO2)NC[C@@H](COC2=CC(=CC=C2)S(=O)(=O)C2(CC2)CO)O)CC1)C